(S)-N1-(1-(2-((1S,2R,4R)-Bicyclo[2.2.1]heptan-2-ylamino)-2-oxoethyl)-2-oxo-1,2-dihydropyridin-3-yl)-N6-ethyl-2-(imidazo[2,1-b]thiazol-6-carboxamido)-5-oxohexandiamid [C@H]12[C@@H](C[C@H](CC1)C2)NC(CN2C(C(=CC=C2)NC([C@H](CCC(C(=O)NCC)=O)NC(=O)C=2N=C1SC=CN1C2)=O)=O)=O